FC1=CC=C(C=C1)C1=CC=C2[C@@H](CCOC2=C1)CNC=1C=NC=CC1C(=O)O 3-({[(4R)-7-(4-fluorophenyl)-3,4-dihydro-2H-chromen-4-yl]methyl}amino)pyridine-4-carboxylic acid